C(#N)C1=CC(=C(C=C1)[C@]1(OC2=C(O1)C=CC=C2C21N(CCNC1CC2)CC2=NC1=C(N2C[C@H]2OCC2)C=C(C=C1OC)C(=O)O)C)F (((R-2-(4-Cyano-2-fluorophenyl)-2-methylbenzo[d][1,3]dioxol-4-yl)-2,5-diazabicyclo[4.2.0]octan-2-yl)methyl)-4-methoxy-1-(((S)-oxetan-2-yl)methyl)-1H-benzo[d]imidazole-6-carboxylic acid